C1(CCCCCCCCCCC1)SC1CCCCCCCCCCC1 Cyclododecyl sulfide